C[C@H]1CCN(C2=C(C=CC=C12)C)S(=O)(=O)C1=C(C=CC(=C1)C=1C=NN(C1)C)C |r| rac-(4S)-4,8-dimethyl-1-[2-methyl-5-(1-methylpyrazol-4-yl)phenyl]sulfonyl-3,4-dihydro-2H-quinoline